NC=1N=C(SC1C(C1=CC(=C(C=C1)C#N)F)=O)N(C1=CC=C(C=C1)F)[C@@H](C(=O)N)C (R)-2-(N-[4-Amino-5-(4-cyano-3-fluorobenzoyl)thiazol-2-yl]-4-fluoroanilino)propanamid